N-[3-(2-chloroethoxy)propyl]-N-[3-(5-hydroxy-3-pyridyl)-1H-indazol-5-yl]-2-nitro-benzenesulfonamide ClCCOCCCN(S(=O)(=O)C1=C(C=CC=C1)[N+](=O)[O-])C=1C=C2C(=NNC2=CC1)C=1C=NC=C(C1)O